S1C=NC2=C1CC(CC2)=O L-4,5,6,7-tetrahydrobenzothiazole-6-one